N-(2-(4,4-difluoro-[1,4'-bipiperidine]-1'-yl)-5-((6-((R)-3-(2,5-difluorophenyl)isoxazolidine-2-yl)pyrimidine-4-yl)amino)-4-methoxyphenyl)acrylamide FC1(CCN(CC1)C1CCN(CC1)C1=C(C=C(C(=C1)OC)NC1=NC=NC(=C1)N1OCC[C@@H]1C1=C(C=CC(=C1)F)F)NC(C=C)=O)F